C(C)(C)C=1NC(=CC1[Sr]C1=C(NC(=C1)C(C)C)C(C)C)C(C)C bis(2,5-di-iso-propylpyrrolyl)strontium